O-beta-D-glucopyranosyl-(1→4) beta-D-galactopyranoside O([C@H]1[C@H](O)[C@@H](O)[C@@H](O)[C@H](O1)CO)[C@H]1[C@H](O)[C@@H](O)[C@H](O)[C@H](O1)CO